ethylenephosphonic acid C=CO[P+](=O)O